3-(4-Dodecoxyphenyl)-1-(2-hydroxyphenyl)prop-2-en-1-one C(CCCCCCCCCCC)OC1=CC=C(C=C1)C=CC(=O)C1=C(C=CC=C1)O